NC=1C(=NC=C(N1)N1CCC(CC1)(C)CN)SC=1C(=C(C(=O)NS(=O)(=O)C2CC2)C=CC1)Cl 3-((3-amino-5-(4-(aminomethyl)-4-methylpiperidin-1-yl)pyrazin-2-yl)thio)-2-chloro-N-(cyclopropylsulfonyl)benzamide